N-(5-((5-cyano-4-(1-Cyclopropyl-1H-indol-3-yl)pyrimidin-2-yl)amino)-2-((2-(dimethylamino)ethyl)(methyl)amino)-6-Methoxypyridin-3-yl)acrylamide C(#N)C=1C(=NC(=NC1)NC=1C=C(C(=NC1OC)N(C)CCN(C)C)NC(C=C)=O)C1=CN(C2=CC=CC=C12)C1CC1